C(C)OC(=O)C1=NNC(=C1)C1=C(C=C(C=C1)OC)OC 5-(2',4'-dimethoxy-phenyl)-1H-pyrazole-3-carboxylic acid ethyl ester